CC1=CC=C(C=C1)S(=O)(=O)N[C@H]([C@@H](N)C1=CC=CC=C1)C1=CC=CC=C1 (S,s)-N-(p-toluenesulfonyl)-1,2-diphenylethylenediamine